ClC1=C(C=C(C(=N1)I)C1CCC(C1N1C=C(C(C=C1)=O)C(=O)OCC)(C)C)O ethyl 1-(5-(6-chloro-5-hydroxy-2-iodopyridin-3-yl)-2,2-dimethylcyclopentyl)-4-oxo-1,4-dihydropyridine-3-carboxylate